NC1=C2C(=NC(=N1)Cl)N(N=C2)CC=2C=C(C=CC2F)COC=2C=C(C=CC2)CO (3-((3-((4-amino-6-chloro-pyrazolo[3,4-d]pyrimidin-1-yl)methyl)-4-fluoro-phenyl)methoxy)phenyl)methanol